ClC1=CC2=C(C(N(NC2=O)C)=O)C=N1 7-chloro-3-methyl-2,3-dihydropyrido[3,4-d]pyridazine-1,4-dione